2-methylbenzo[d]oxazol-6-amin CC=1OC2=C(N1)C=CC(=C2)N